8-bromo-7-chloro-6-(3-fluoro-2-pyridinyl)-1-pyrimidin-4-yl-4H-[1,2,4]Triazolo[4,3-a][1,4]Benzodiazepine BrC=1C=CC2=C(C(=NCC=3N2C(=NN3)C3=NC=NC=C3)C3=NC=CC=C3F)C1Cl